ClC=1SC(=C(N1)C(=O)N[C@H](C(=O)NC=1C(N(C=CC1)CC(=O)NC1C2CC3CC(CC1C3)C2)=O)CCC(C(=O)NCC)=O)Cl (S)-2-(2,5-dichlorothiazole-4-carboxamido)-N6-ethyl-N1-(1-(2-(2-adamantylamino)-2-oxoethyl)-2-oxo-1,2-dihydropyridin-3-yl)-5-oxohexanediamide